C(CCC)C1=CC=C(C=C1)C(C(C)(C)N(C)C)=O 1-(4-butylphenyl)-2-dimethylamino-2-methylpropan-1-one